C(C)C1=CC=C(C=C1)C(C(C)SC1=NNC(=N1)C1=CC=NC=C1)=O 1-(4-ethylphenyl)-2-{[5-(pyridin-4-yl)-1H-1,2,4-triazol-3-yl]sulfanyl}propan-1-on